5-isopropyloxazole-4-carboxylic acid C(C)(C)C1=C(N=CO1)C(=O)O